ClC1=C(COC2=C(C=CC=C2)C=CC(C=CC2=NC=CC=C2)=O)C=CC=C1 1-(2-(2-chlorobenzyloxy)phenyl)-5-(2-pyridyl)-1,4-pentadien-3-one